5-(1H-pyrazol-1-yl)pyridine-3-boronic acid N1(N=CC=C1)C=1C=C(C=NC1)B(O)O